N-(1-hydroxy-3-methoxy-2-methylpropan-2-yl)-2-methyl-5-((trans-3-(trifluoromethyl)cyclobutyl)methyl)benzofuran-3-carboxamide OCC(COC)(C)NC(=O)C1=C(OC2=C1C=C(C=C2)C[C@@H]2C[C@H](C2)C(F)(F)F)C